4-((2-chloropyridin-3-yl)(hydroxy)methyl)-1-cyclobutyl-1H-pyrazole-3-carbonitrile ClC1=NC=CC=C1C(C=1C(=NN(C1)C1CCC1)C#N)O